(R)-4-((3-aminopiperidin-1-yl)methyl)-N-(6-(4-morpholino-7H-pyrrolo[2,3-d]pyrimidin-6-yl)pyridin-3-yl)picolinamide N[C@H]1CN(CCC1)CC1=CC(=NC=C1)C(=O)NC=1C=NC(=CC1)C1=CC2=C(N=CN=C2N2CCOCC2)N1